BrC=1C=C(CC2=C(C(C=3C=CC=C(C3C2=O)S(=O)(=O)N)=O)C)C=CC1 7-(3-bromobenzyl)-6-methyl-5,8-dioxo-5,8-dihydronaphthalene-1-sulfonamide